decanamine C(CCCCCCCCC)N